2-[1-(1-{3-[(tert-butoxycarbonyl)amino]propyl}pyrazol-4-yl)-1-(2-cyanophenyl)propan-2-yl]-5-methoxy-1-methyl-6-oxopyrimidine-4-carboxylic acid C(C)(C)(C)OC(=O)NCCCN1N=CC(=C1)C(C(C)C=1N(C(C(=C(N1)C(=O)O)OC)=O)C)C1=C(C=CC=C1)C#N